perfluoro-3,6,9,12-tetraoxatetradecane-1-ol FC(C(OC(C(OC(C(OC(C(OC(C(F)(F)F)(F)F)(F)F)(F)F)(F)F)(F)F)(F)F)(F)F)(F)F)(O)F